C(#N)[C@@]1(COCC2=CC=C(C=C12)C(=O)NCC1=NC=C2C=CC(=NC2=C1)N1N=C(C(=C1)F)NCCCO)C (R)-4-cyano-N-((2-(4-fluoro-3-((3-hydroxypropyl)amino)-1H-pyrazol-1-yl)-1,6-naphthyridin-7-yl)methyl)-4-methylisochromane-6-carboxamide